(6R,7R)-7-[(R)-2-amino-2-phenylacetamido]-3-chloro-8-oxo-5-thia-1-azabicyclo[4.2.0]Oct-2-ene-2-carboxylic acid hydrate O.N[C@@H](C(=O)N[C@H]1[C@H]2SCC(=C(N2C1=O)C(=O)O)Cl)C1=CC=CC=C1